4-[2-amino-4-ethyl-5-(2-methoxypyrimidin-5-yl)-3-pyridinyl]phenol NC1=NC=C(C(=C1C1=CC=C(C=C1)O)CC)C=1C=NC(=NC1)OC